C(C)OC(=O)C1=C(C2=C(S1)C=CC(=C2)S(N(CCC2=CC=CC=C2)CC2=C(C=CC=C2)N2CCN(CC2)C(=O)OC(C)(C)C)(=O)=O)C 5-(N-(2-(4-(tert-Butoxycarbonyl)piperazin-1-yl)benzyl)-N-phenethylsulfamoyl)-3-methylbenzo[b]thiophene-2-carboxylic acid ethyl ester